C(C)(C)(C)OC(=O)N([C@@H](CCC(=O)OC)C(=O)OC)C(=O)OC(C)(C)C Dimethyl N,N-bis(tert-butoxycarbonyl)-L-glutamate